BrC1=C(C(=CC(=C1)C(C(C(F)(F)F)(F)F)(C(F)(F)F)F)Cl)NC(=O)C=1C=CC(=C(C1)NC(C1=C(C=C(C=C1)C#N)C)=O)C#N N-[5-[[2-bromo-6-chloro-4-[1,2,2,3,3,3-hexafluoro-1-(trifluoro-methyl)propyl]phenyl]carbamoyl]-2-cyano-phenyl]-4-cyano-2-methyl-benzamide